C(C1=CC=CC=C1)N([C@H](C)C(=O)OC)[C@@H](CO)C Methyl N-benzyl-N-((R)-1-hydroxypropan-2-yl)-D-alaninate